[2H]C(N(C)C)CC1=CNC2=CC=CC=C12 α-Deutero-dimethyltryptamin